O=C1NC=C(C2=CC=C(C=C12)O[C@@H](C(=O)N1C[C@H](OCC1)C(=O)O)C)C1=C(C=CC=C1)C (S)-4-((R)-2-((1-oxo-4-(o-tolyl)-1,2-dihydroisoquinolin-7-yl)oxy)propanoyl)morpholine-2-carboxylic acid